3-bromo-1-(3,5-dibromo-2,6-difluoro-4-hydroxybenzyl)-4-[(2,4-difluorobenzyl)oxy]-6-methylpyridin-2(1H)-one BrC=1C(N(C(=CC1OCC1=C(C=C(C=C1)F)F)C)CC1=C(C(=C(C(=C1F)Br)O)Br)F)=O